[4-(3,4-difluoro-2-methyl-phenoxy)-6-(trifluoromethyl)-3-pyridinyl]-6-methyl-1H-pyridin-4-one FC=1C(=C(OC2=C(C=NC(=C2)C(F)(F)F)N2C=CC(C=C2C)=O)C=CC1F)C